C1(=CC=CC=C1)NC1=CC(=C(C=C1)C1=C(C=C(NC2=CC=CC=C2)C=C1)C)C N,N'-bis(phenyl)-2,2'-dimethylbenzidine